4-methyl-5-(1-propionyl-5-(pyridin-3-yl)-4,5-dihydro-1H-pyrazol-3-yl)thieno[2,3-b]pyridin CC1=C2C(=NC=C1C1=NN(C(C1)C=1C=NC=CC1)C(CC)=O)SC=C2